(+)-N-[cis-2-[[6-[2-(2,6-dichloro-3,5-dimethoxy-anilino)-3-pyridinyl]pyrimidin-4-yl]amino]cyclopentyl]prop-2-enamide ClC1=C(NC2=NC=CC=C2C2=CC(=NC=N2)N[C@@H]2[C@@H](CCC2)NC(C=C)=O)C(=C(C=C1OC)OC)Cl